(1R,2S,6S)-2-(4-bromophenyl)-6-((4-isopropylphenyl)carbamoyl)cyclohexane-1-carboxylic acid BrC1=CC=C(C=C1)[C@@H]1[C@H]([C@H](CCC1)C(NC1=CC=C(C=C1)C(C)C)=O)C(=O)O